tert-butyl (5S,8S)-7,8-dihydro-5,8-methanopyrimido[5,4-f][1,4]oxazepine-6(5H)-carboxylate N1=CN=CC=2[C@H]3N(C[C@@H](OC21)C3)C(=O)OC(C)(C)C